C(=O)C=1C=CC(=NC1)C(=O)NC=1C(=C(C=CC1)C1=C(C(=CC=C1)C1=CC=2N(C=C1)C(=NN2)CN(C(OC(C)(C)C)=O)C[C@H]2NC(CC2)=O)C)C tert-butyl (S)-((7-(3'-(5-formylpicolinamido)-2,2'-dimethyl-[1,1'-biphenyl]-3-yl)-[1,2,4]triazolo[4,3-a]pyridin-3-yl)methyl)((5-oxopyrrolidin-2-yl)methyl)carbamate